1-Methyl-5-((trimethylsilyl)ethynyl)-1H-benzo[d]imidazol-2-amine CN1C(=NC2=C1C=CC(=C2)C#C[Si](C)(C)C)N